FC1=NC=CC(=C1F)C(F)(F)F 2,3-difluoro-4-(trifluoromethyl)pyridine